4-isopropoxy-N-(4-(thiophen-2-yl)quinolin-8-yl)benzamide C(C)(C)OC1=CC=C(C(=O)NC=2C=CC=C3C(=CC=NC23)C=2SC=CC2)C=C1